C1(CC1)C=1N=CC=2N(C1)C(=CN2)C2=CC=CC(=N2)N[C@H]2CNCC[C@@H]2F 6-(6-cyclopropylimidazo[1,2-a]pyrazin-3-yl)-N-((3S,4S)-4-fluoropiperidin-3-yl)pyridin-2-amine